trimethoxy-3-diethylaminopropyl-silane CO[Si](CCCN(CC)CC)(OC)OC